Cl.CN[C@H](C)C(=O)OC(C)(C)C tert-butyl methyl-D-alaninate hydrochloride